O=C1NC(CCC1C1NC(C2=CC=C(C=C12)C(=O)NC(=N)C1=NC(=CC=C1)OC)=O)=O (2,6-dioxopiperidin-3-yl)-N-(6-methoxypyridine-2-carboximidoyl)-1-oxo-3H-isoindole-5-carboxamide